C(C)OC(C(=O)C=1NC=C(C1C1=CC=CC=C1)C1=CC(=CC=C1)OCCN=[N+]=[N-])=O (4-(3-(2-azidoethoxy)phenyl)-3-phenyl-1H-pyrrol-2-yl)-2-oxoacetic acid ethyl ester